2-{[(2R,3S)-3-(2-chlorophenyl)-2-(2,4-difluorophenyl)oxiran-2-yl]methyl}-2,4-dihydro-3H-1,2,4-triazole-3-thione ClC1=C(C=CC=C1)[C@H]1[C@@](O1)(C1=C(C=C(C=C1)F)F)CN1N=CNC1=S